trans-1,4-dicyanocyclohexane C(#N)[C@@H]1CC[C@H](CC1)C#N